FC1(CCN(CC1)C1=C(C=C(C=N1)CC=1SC(=CN1)C(=O)[O-])F)F 2-[6-(4,4-difluoropiperidin-1-yl)-5-fluoropyridin-3-yl]Methyl-1,3-thiazole-5-carboxylate